C(C)(C)(C)OC(=O)NCC=1C=CC(=C(C(=O)O)C1)Cl 5-[(tert-Butoxycarbonyl)amino]methyl-2-chlorobenzoic acid